(2R,5R)-2-(tert-butyl)-5-(2-fluorophenyl)-1,3-dioxolan-4-one C(C)(C)(C)[C@@H]1O[C@@H](C(O1)=O)C1=C(C=CC=C1)F